4-amino-5-fluoro-2-oxo-1-phenyl-1,2-dihydroquinolin-3-carbonitrile NC1=C(C(N(C2=CC=CC(=C12)F)C1=CC=CC=C1)=O)C#N